ClC1=C(CNC(=O)[C@@]2(C=3C=CC=NC3[C@@H](CC2)O)F)C(=CC(=C1)C(F)(F)F)Cl (5R,8R)-N-(2,6-dichloro-4-(trifluoromethyl)benzyl)-5-fluoro-8-hydroxy-5,6,7,8-tetrahydroquinoline-5-carboxamide